FC(CC[C@@H]1CN(C2=C(S([C@H]1F)(=O)=O)C=C(C(=C2)C(F)(F)F)OCC(C(=O)OC)(C)C)C2=CC=C(C=C2)F)(C)F methyl 3-(((2R,3R)-3-(3,3-difluorobutyl)-2-fluoro-5-(4-fluorophenyl)-1,1-dioxido-7-(trifluoromethyl)-2,3,4,5-tetrahydrobenzo[b][1,4]thiazepin-8-yl)oxy)-2,2-dimethylpropanoate